(3-bromothiophene-2-yl)(4-(2-((4-methylphenylethyl)amino)phenyl)piperazin-1-yl)methanone BrC1=C(SC=C1)C(=O)N1CCN(CC1)C1=C(C=CC=C1)NCCC1=CC=C(C=C1)C